CC=1C(=CN=NC1C(F)(F)F)C(=O)N 5-methyl-6-(trifluoromethyl)pyridazine-4-carboxamide